3-Cyclopentyl-5-methyl-hexadecan-3-ol C1(CCCC1)C(CC)(CC(CCCCCCCCCCC)C)O